ClC1=CC(=C(C=N1)C=O)O 6-CHLORO-4-HYDROXY-PYRIDINE-3-CARBALDEHYDE